N-[(1S,2S,4R)-rel-7-[3-(4-cyano-3-fluoro-phenyl)-4-[6,7-difluoro-1-(2-hydroxy-2-methyl-propyl)benzotriazol-5-yl]benzoyl]-7-azabicyclo[2.2.1]heptan-3-yl]-2,4-dinitrobenzenesulfonamide C(#N)C1=C(C=C(C=C1)C=1C=C(C(=O)N2[C@@H]3C[C@H]([C@H]2CC3)NS(=O)(=O)C3=C(C=C(C=C3)[N+](=O)[O-])[N+](=O)[O-])C=CC1C1=CC3=C(N(N=N3)CC(C)(C)O)C(=C1F)F)F |o1:16|